OCC1(C(NCC1)=O)NC(=O)C1=C(OC2=C1C=C(C=C2)OCC=2C(=NN(C2)COCC[Si](C)(C)C)C(F)(F)F)C N-(3-(hydroxymethyl)-2-oxopyrrolidin-3-yl)-2-methyl-5-((3-(trifluoromethyl)-1-((2-(trimethylsilyl)ethoxy)methyl)-1H-pyrazol-4-yl)methoxy)benzofuran-3-carboxamide